(S)-5-(1-methyl-4-((1-methylpyrrolidin-3-yl)oxy)-1H-pyrazol-5-yl)pyrazolo[1,5-a]pyridin-2-amine CN1N=CC(=C1C1=CC=2N(C=C1)N=C(C2)N)O[C@@H]2CN(CC2)C